C(#N)C1=C(OC=2C=C3C(N(C=NC3=CC2)C2=CC=C(C=C2)C2=CCCN(C2)C(=O)OC(C)(C)C)=O)C(=CC=C1NS(=O)(=O)N1C[C@@H](CC1)F)F tert-butyl 5-[4-[6-[2-cyano-6-fluoro-3-[[(3R)-3-fluoropyrrolidin-1-yl]sulfonylamino]phenoxy]-4-oxo-quinazolin-3-yl]phenyl]-3,6-dihydro-2H-pyridine-1-carboxylate